C(C)(C)(C)OOC(C)(C)C1=C(C=CC=C1)C(C)(C)OOC(C)(C)C di(t-butylperoxyisopropyl)benzene